(4Z)-4-(1,3-benzothiazol-6-ylmethylene)-2-[[(1R)-1-(cyclopropyloxymethyl)-3-methyl-butyl]amino]-1H-imidazol-5-one S1C=NC2=C1C=C(C=C2)\C=C\2/N=C(NC2=O)N[C@H](CC(C)C)COC2CC2